tert-butyl (S)-3-((6-(benzylamino)-4-hydroxypyridin-2-yl)oxy)pyrrolidine-1-carboxylate C(C1=CC=CC=C1)NC1=CC(=CC(=N1)O[C@@H]1CN(CC1)C(=O)OC(C)(C)C)O